FC1=CC(=C(C=C1)C=1CCC(N1)C)OC 5-(4-fluoro-2-methoxyphenyl)-2-methyl-3,4-dihydro-2H-pyrrole